(rac)-tert-butyl 4-(2-tetrahydropyran-4-yl-3H-imidazo[4,5-b]pyridin-7-yl)-2,3,6,7-tetrahydroazepine-1-carboxylate O1CCC(CC1)C1=NC=2C(=NC=CC2C=2CCN(CCC2)C(=O)OC(C)(C)C)N1